C1(CCCCC1)C1=CC=C(C=C1)S(=O)(=O)NCC1C2(C(NC(N2)=O)=O)CCC1 4-Cyclohexyl-N-((2,4-dioxo-1,3-diazaspiro[4.4]nonan-6-yl)methyl)benzenesulfonamide